BrC1=CC=2C(N=C1)=NN(C2)C([2H])([2H])[2H] 5-bromo-2-(methyl-d3)-2H-pyrazolo[3,4-b]pyridine